3-bromo-6-chloro-N-(4-(trifluoromethyl)phenyl)Pyridinamide BrC=1C(=NC(=CC1)Cl)C(=O)NC1=CC=C(C=C1)C(F)(F)F